(s)-tert-butyl (1-((2',3'-diamino-3-(N,N-bis(4-methoxybenzyl)sulfamoyl)-2-(2-(4-methoxybenzyl)-2H-tetrazol-5-yl)-[1,1'-biphenyl]-4-yl)sulfonyl)propan-2-yl)carbamate NC1=C(C=CC=C1N)C1=C(C(=C(C=C1)S(=O)(=O)C[C@H](C)NC(OC(C)(C)C)=O)S(N(CC1=CC=C(C=C1)OC)CC1=CC=C(C=C1)OC)(=O)=O)C=1N=NN(N1)CC1=CC=C(C=C1)OC